(+/-)-2-[(E)-3-chloroallyloxyimino]propyl-5-[2-(ethylthio)propyl]-3-hydroxycyclohex-2-enone ClC=CCO\N=C(\CC=1C(CC(CC1O)CC(C)SCC)=O)/C